ClC1=C(CN2CCN(C3=CC=CC=C23)C(C(C)N2CCN(CC2)C)=O)C=CC=C1 1-(4-(2-chlorobenzyl)-3,4-dihydroquinoxaline-1(2H)-yl)-2-(4-methylpiperazin-1-yl)propan-1-one